COC(=O)C=1C=C(C=CC1C)NC1CN(C1)C(=O)OC(C)(C)C tert-Butyl 3-((3-(methoxycarbonyl)-4-methylphenyl)amino)azetidine-1-carboxylate